C(C)(C)OC(=O)C1NC(C=2NC3=CC=CC=C3C2C1)C 1-methyl-1,2,3,4-tetrahydro-beta-carboline-3-carboxylic acid isopropyl ester